(R)-10-methyl-3-(6-(4-methylpiperazin-1-yl)-2-vinylpyrimidin-4-yl)-9,10,11,12-tetrahydro-8H-[1,4]diazepino[5',6':4,5]thieno[3,2-f]quinolin C[C@H]1NCC2=C(C=3C=4C=CC(=NC4C=CC3S2)C2=NC(=NC(=C2)N2CCN(CC2)C)C=C)NC1